COC1=CC=C(C=C1)C1C(=COC=2N(N=C(C21)C)C2=CC=CC=C2)C#N 4-methoxyphenyl-3-methyl-1-phenyl-1,4-dihydropyrano[2,3-c]pyrazole-5-carbonitrile